2,4-dimethylphenyl-phosphine chloride [Cl-].CC1=C(C=CC(=C1)C)P